[[2-[(2S,5R)-5-methyl-2-(4-sulfamoylphenyl)-1-piperidyl]-2-oxo-acetyl]amino]pyridine-3-carboxamide C[C@@H]1CC[C@H](N(C1)C(C(=O)NC1=NC=CC=C1C(=O)N)=O)C1=CC=C(C=C1)S(N)(=O)=O